C(#N)C1=CC(=C(C=C1)NS(=O)(=O)C1=CNC(=C1)C1=C(C=C(C=C1)F)C)F N-(4-cyano-2-fluoro-phenyl)-5-(4-fluoro-2-methyl-phenyl)-1H-pyrrole-3-sulfonamide